4-(9-ethyl-2-(4-phenyl-1H-pyrazol-1-yl)-8-(1-(pyridin-4-yloxy)ethyl)-9H-purin-6-yl)morpholine C(C)N1C2=NC(=NC(=C2N=C1C(C)OC1=CC=NC=C1)N1CCOCC1)N1N=CC(=C1)C1=CC=CC=C1